(S)-2,5-di((2R,3S)-2-((E)-4,8-dimethylnona-3,7-dien-1-yl)-3,5-dihydroxy-2-methyl-7-oxyl-3,4,7,9-tetrahydropyrano[2,3-e]isoindol-8(2H)-yl)pentanoic acid C\C(=C/CC[C@@]1([C@H](CC=2C(=C3CN(C(C3=CC2O)O)[C@H](C(=O)O)CCCN2C(C3=CC(=C4C(=C3C2)O[C@@]([C@H](C4)O)(CC\C=C(\CCC=C(C)C)/C)C)O)O)O1)O)C)\CCC=C(C)C